O=C1NC(CC[C@H]1C1=C(C=C(CCCS(=O)(=O)O)C=C1F)F)=O.C(=O)C1=CC=C(C=C1)N1C2=CC=CC=C2C=2C=CC=CC12 |o1:6| N-(4-formylphenyl)carbazole (S or R)-4-(2,6-dioxopiperidine-3-yl)-3,5-difluorophenethyl-methanesulfonate